5-bromo-2-[2-(tert-butyldimethylsilyl)ethynyl]-4-methylpyrimidine 2-hydroxy-5-[2,3-dimethyl-4-(4-hydroxy-3-methoxyphenyl)butyl]phenolate OC1=C(C=C(C=C1)CC(C(CC1=CC(=C(C=C1)O)OC)C)C)[O-].BrC=1C(=NC(=NC1)C#C[Si](C)(C)C(C)(C)C)C